C[C@@]12CC[C@@H](C1(C)C)C[C@H]2O Isoborneol